6-CHLOROIMIDAZO[1,2-A]PYRIDIN-3-CARBALDEHYDE ClC=1C=CC=2N(C1)C(=CN2)C=O